ClC1=C(OCC(=O)O)C=CC(=C1)C(F)(F)F 2-(2-chloro-4-(trifluoromethyl)phenoxy)acetic acid